(3R,3aR,6R,6aR)-6-((6-chloro-5-(4'-((4-(2-hydroxyethyl)piperazin-1-yl)methyl)-[1,1'-biphenyl]-4-yl)-1H-benzo[d]imidazol-2-yl)oxy)hexahydrofuro[3,2-b]furan-3-ol ClC=1C(=CC2=C(NC(=N2)O[C@@H]2CO[C@H]3[C@@H]2OC[C@H]3O)C1)C1=CC=C(C=C1)C1=CC=C(C=C1)CN1CCN(CC1)CCO